6-allyl-4-(6-bromoquinolin-2-yl)-1-tosyl-1H-pyrrolo[2,3-c]pyridin-7(6H)-one C(C=C)N1C(C2=C(C(=C1)C1=NC3=CC=C(C=C3C=C1)Br)C=CN2S(=O)(=O)C2=CC=C(C)C=C2)=O